2-(((6-(1H-Imidazol-1-yl)-2-(trifluoromethyl)pyrimidin-4-yl)thio)methyl)-5-phenoxy-1H-benzo[d]imidazole N1(C=NC=C1)C1=CC(=NC(=N1)C(F)(F)F)SCC1=NC2=C(N1)C=CC(=C2)OC2=CC=CC=C2